[N+](=O)([O-])C1=CC=C(C=C1)C=CC=CC=O 5-(4-nitrophenyl)-2,4-pentadienal